[4-[(1S)-1-(aminomethyl)-2-(isoquinolin-6-ylamino)-2-oxoethyl]phenyl]methyl 2,4-dimethylbenzoate CC1=C(C(=O)OCC2=CC=C(C=C2)[C@H](C(=O)NC=2C=C3C=CN=CC3=CC2)CN)C=CC(=C1)C